3-[[(3R,4R)-4-[4-Chloro-2-(5-fluoro-2-pyridyl)-1H-imidazol-5-yl]-3-methyl-1-piperidyl]sulfonyl]-1-(3-methylsulfonylazetidin-1-yl)propan-1-one ClC=1N=C(NC1[C@H]1[C@H](CN(CC1)S(=O)(=O)CCC(=O)N1CC(C1)S(=O)(=O)C)C)C1=NC=C(C=C1)F